3-[7-(6-hydroxyhex-1-ynyl)-2-oxo-1,3-benzoxazol-3-yl]piperidine-2,6-dione OCCCCC#CC1=CC=CC=2N(C(OC21)=O)C2C(NC(CC2)=O)=O